C(C)[Si]([O-])([O-])CC.[Li+].[Li+] dilithium diethyl-silanediolate